C1(CC1)C1=C(C(=NO1)C1=C(C=NC=C1Cl)Cl)/C=C/C1C2CN(CC12)C=1SC2=C(N1)C(=CC(=C2)C(=O)O)OC (E)-2-(6-(2-(5-cyclopropyl-3-(3,5-dichloropyridin-4-yl)isoxazol-4-yl)vinyl)-3-azabicyclo[3.1.0]hex-3-yl)-4-methoxybenzo[d]thiazole-6-carboxylic acid